tert-butyl (2S,3R,6R)-2-(1-methyl-1H-1,2,3-triazol-4-yl)-4-oxo-6-phenylpiperidine-3-carboxylate CN1N=NC(=C1)[C@H]1N[C@H](CC([C@@H]1C(=O)OC(C)(C)C)=O)C1=CC=CC=C1